allyloxyhydroxypropane sodium [Na].C(C=C)OC(CC)O